petroselyl alcohol C(CCCC\C=C/CCCCCCCCCCC)O